C1(=CC=CC=C1)OC(C(CCC)CCC)=O phenylvalproate